2-(2,6-dioxopiperidin-3-yl)-4-[[5-(methylamino)pentyl]amino]-2,3-dihydro-1H-isoindole-1,3-dione O=C1NC(CCC1N1C(C2=CC=CC(=C2C1=O)NCCCCCNC)=O)=O